C1(=CC=CC=C1)C1=NC(=NC(=C1)C1=CC=CC=C1)C=1C=C(C=C(C1)N1C2=CC=CC=C2C=2C=C(C=CC12)C1=CC=2N(C3=CC=CC=C3C2C=C1)C1=CC=CC=C1)N1C2=CC=CC=C2C=2C=C(C=CC12)C1=CC=2N(C3=CC=CC=C3C2C=C1)C1=CC=CC=C1 9',9'''-(5-(4,6-diphenylpyrimidin-2-yl)-1,3-phenylene)bis(9-phenyl-9H,9'H-2,3'-bicarbazole)